C(C)C(C(=O)OCC)(CC)NC(=O)C1=NC(=C(C=C1)N1CC(C1)OC)OC[C@@H]1[C@H](C1)COCCF Ethyl 2-ethyl-2-{[6-({(1S,2S)-2-[(2-fluoroethoxy)methyl]cyclopropyl}methoxy)-5-(3-methoxyazetidin-1-yl)pyridine-2-carbonyl]amino}butanoate